(+/-)-4-[3-[2-(aminomethyl)phenyl]-1,4-oxazepan-4-yl]-6-methyl-pyrimidin-2-amine NCC1=C(C=CC=C1)[C@@H]1COCCCN1C1=NC(=NC(=C1)C)N |r|